(phenylthio)-2-(trifluoromethyl)quinazoline C1(=CC=CC=C1)SC1=NC(=NC2=CC=CC=C12)C(F)(F)F